2,6-Dimethylheptan-2-yl-2-phenylacetat CC(C)(CCCC(C)C)OC(CC1=CC=CC=C1)=O